(±)-tert-butyl 3-(8-(6-(((tert-butyldimethylsilyl)oxy)methyl)thieno[3,2-d]pyrimidin-4-yl)-6-cyano-3,4-dihydroquinolin-1(2H)-yl)pyrrolidine-1-carboxylate [Si](C)(C)(C(C)(C)C)OCC1=CC=2N=CN=C(C2S1)C=1C=C(C=C2CCCN(C12)[C@H]1CN(CC1)C(=O)OC(C)(C)C)C#N |r|